FC1=CC=C(OC[C@@H]2N(C3CC([C@H]2C)C3)C(=O)C3=NC(=CC=C3C3=NC=CC=N3)C)C=C1 (3r,4r)-3-(4-fluorophenoxymethyl)-4-methyl-2-[6-methyl-3-(pyrimidin-2-yl)pyridine-2-carbonyl]-2-azabicyclo[3.1.1]heptane